C(C1=CC=CC=C1)(=O)NC[C@]1([C@H]([C@@H](N[C@H]1CC(C)(C)C)C(=O)NC1=CC=C(C(=O)O)C=C1)C1=C(C=CC=C1)Cl)C1=C(C=CC(=C1)OC)F 4-((2R,3S,4S,5S)-4-(benzoylaminomethyl)-3-(2-chlorophenyl)-4-(2-fluoro-5-methoxyphenyl)-5-neopentylpyrrolidine-2-carboxamido)benzoic acid